C(N)(=N)C1=CC=C(S1)[C@@H](C)NC(=O)[C@H]1N(C[C@](C1)(CF)F)C(CNC(=O)C=1C=CC=2C(C3=CC=CC=C3C2C1)(F)F)=O (2S,4R)-N-((R)-1-(5-carbamimidoylthiophen-2-yl)ethyl)-1-((9,9-difluoro-9H-fluorene-3-carbonyl)glycyl)-4-fluoro-4-(fluoromethyl)pyrrolidine-2-carboxamide